FC=1C=C(C=CC1OC1=CC=NC2=CC(=CN=C12)OC)NC(=O)C1=NC=C(N(C1=O)C1=CC=C(C=C1)F)C N-[3-fluoro-4-[(7-methoxy-1,5-naphthyridin-4-yl)oxy]phenyl]-4-(4-fluorophenyl)-5-methyl-3-oxopyrazine-2-carboxamide